N-(5-(2-methoxy-4-(1-methyl-1H-1,2,4-triazol-3-yl)phenyl)-[1,2,4]triazolo[1,5-a]pyridin-2-yl)cyclopropanecarboxamide COC1=C(C=CC(=C1)C1=NN(C=N1)C)C1=CC=CC=2N1N=C(N2)NC(=O)C2CC2